C12CNCC(CC1)N2C=2SC=1CN(CCC1N2)C(=O)C2=C(C#N)C=C(C=C2)C 2-(2-(3,8-diazabicyclo[3.2.1]octan-8-yl)-4,5,6,7-tetrahydrothiazolo[5,4-c]pyridine-5-carbonyl)-5-methylbenzonitrile